N-(2,5-difluoropyridin-4-yl)nitramide FC1=NC=C(C(=C1)N[N+](=O)[O-])F